3-hydroxybutyl-3-hydroxy-butanoate OC(CCOC(CC(C)O)=O)C